CS(=O)(=O)CC1=CC=C(C=N1)NC1=NC=C2CCN(CC2=C1)C1=C(C2=C(OCCN2C(=O)OC(C)(C)C)N=C1)C tert-butyl 7-(7-{[6-(methanesulfonylmethyl)pyridin-3-yl]amino}-1,2,3,4-tetrahydro-2,6-naphthyridin-2-yl)-8-methyl-1H,2H,3H-pyrido[2,3-b][1,4]oxazine-1-carboxylate